methyl 2-(3-aminoprop-1-yn-1-yl)-4-(4-(azetidin-3-yl)piperidin-1-yl)benzoate NCC#CC1=C(C(=O)OC)C=CC(=C1)N1CCC(CC1)C1CNC1